C(C)(C)C1=NC(=NO1)C=1C=C2CC[C@@]3(NC(OC3)=O)C2=CC1 (R)-5-(5-isopropyl-1,2,4-oxadiazol-3-yl)-2,3-dihydrospiro[indene-1,4'-oxazolidin]-2'-one